C1(CCCC1)OC1=CC=C(C=N1)N1C(C2(C3=C1N=C(N=C3)CO)CC2)=O 7'-(6-(cyclopentyloxy)pyridin-3-yl)-2'-(hydroxymethyl)spiro[cyclopropane-1,5'-pyrrolo[2,3-d]pyrimidin]-6'(7'H)-one